benzyl 6-[(3aS,7R,7aR)-4-allyl-7-hydroxy-2,2-dimethyl-4,6,7,7a-tetrahydro-3aH-[1,3]dioxolo[4,5-c]pyridin-5-yl]-6-oxo-hexanoate C(C=C)C1N(C[C@H]([C@@H]2[C@H]1OC(O2)(C)C)O)C(CCCCC(=O)OCC2=CC=CC=C2)=O